2-Methylbenzoyl-quinolinone CC1=C(C(=O)C=2C(NC3=CC=CC=C3C2)=O)C=CC=C1